P(=O)(O)(O)OC[C@H]([C@H](C(=O)O)O)O 4-phosphoerythronic acid